C1=C(C(=C(C(=C1Cl)Cl)CC2=C(C(=CC(=C2Cl)Cl)Cl)O)O)Cl The molecule is an organochlorine compound that is diphenylmethane in which each of the phenyl groups is substituted by chlorines at positions 2, 3, and 5, and by a hydroxy group at position 6. An antiseptic that is effective against Gram-positive organisms, it is used in soaps and creams for the treatment of various skin disorders. It is also used in agriculture as an acaricide and fungicide, but is not approved for such use within the European Union. It has a role as an antiseptic drug, an acaricide, an antibacterial agent and an antifungal agrochemical. It is a polyphenol, a trichlorobenzene and a bridged diphenyl fungicide.